NC([C@@H](C)N1CCN(CC1)C1=CC2=C(CC(O2)(C)C)C=C1NC(=O)C=1C=NN2C1N=CC=C2)=O (R)-N-(6-(4-(1-amino-1-oxopropan-2-yl)piperazin-1-yl)-2,2-dimethyl-2,3-dihydrobenzofuran-5-yl)pyrazolo[1,5-a]pyrimidine-3-carboxamide